N1C(=CC2=CC=CC=C12)C(=O)N1CC(C1)NCCCCC 1-(1H-indole-2-ylcarbonyl)-N-pentylazetidin-3-amine